N1CC(C1)N1CCCCC1 1-(azetidin-3-yl)piperidine